3-((4-(6',8'-dihydro-2H-spiro[benzofuran-3,9'-pyrido[3',2':4,5]imidazo[2,1-c][1,4]oxazin]-2'-yl)pyridin-2-yl)oxy)cyclopentanol N1=C(C=CC=2N=C3COCC4(N3C21)COC2=C4C=CC=C2)C2=CC(=NC=C2)OC2CC(CC2)O